NC1CC(C1)OC1=C(C(=CC=C1)OC1CCC1)C1=CC(=NN1)NC=1N=CC(=NC1)C#N 5-((5-(2-((1r,3r)-3-aminocyclobutoxy)-6-cyclobutoxyphenyl)-1H-pyrazol-3-yl)amino)pyrazine-2-carbonitrile